6-[[(2S,3R,4R,5S)-3-(3,4-Difluoro-2-methoxy-phenyl)-4,5-dimethyl-5-(trifluoromethyl)tetrahydrofuran-2-carbonyl]amino]pyridin-2-carboxamid FC=1C(=C(C=CC1F)[C@@H]1[C@H](O[C@@]([C@@H]1C)(C(F)(F)F)C)C(=O)NC1=CC=CC(=N1)C(=O)N)OC